[N+](=O)([O-])C1=CC=C(C=C1)C=1N=C(NC1)C=O (4-nitrophenyl)imidazole-2-carbaldehyde